1-[3-(1-Hydroxyethyl)-6-[5-[(4-methoxypyridazin-3-yl)amino]benzimidazol-1-yl]-2-pyridinyl]-5-methyl-pyrazole-3-carbonitrile OC(C)C=1C(=NC(=CC1)N1C=NC2=C1C=CC(=C2)NC=2N=NC=CC2OC)N2N=C(C=C2C)C#N